BrC1=CC=C2C(=NC(=NC2=C1C)Cl)N1CCSCC1 4-(7-Bromo-2-chloro-8-methyl-quinazolin-4-yl)thiomorpholine